FC=1C=C(C=C(C1)F)NC(C)C=1C=CC=C2C(C=C(OC12)N1CCOCC1)=O 8-(1-((3,5-difluorophenyl)amino)ethyl)-2-morpholino-4-oxo-4H-chromen